Cl.COC(CN1CCNCC1)=O.BrC=1C(=C(OCCN2CCN(CC2)CC(=O)OC)C=CC1)C(F)(F)F methyl 2-(4-(2-(3-bromo-2-(trifluoromethyl)phenoxy)ethyl)piperazin-1-yl)acetate Methyl-2-(piperazin-1-yl)acetate hydrochloride